1,2,3,4-tetrazolate N1N=NN=C1C(=O)[O-]